ClC1=C(C=C(C(=C1)Cl)OCCN1C=CC=C1)NC(=O)N[C@@H](C)C=1N(N=CN1)C1=NC=CC=N1 1-[2,4-dichloro-5-(2-pyrrol-1-ylethoxy)phenyl]-3-[(1S)-1-(2-pyrimidin-2-yl-1,2,4-triazol-3-yl)ethyl]urea